C/C=C(\\C)/C(=O)OC1C(OC(=O)C(COC(=O)C1CC2=CC=CC=C2)NC(=O)C3=NC=CC(=C3O)OC)C The molecule is a lactone which is 9-methyl-1,5-dioxonane-2,6-dione substituted by a benzyl group at position 8, a [(3-hydroxy-4-methoxypyridine-2-yl)carbonyl]amino group at position 3 and a (2-methylbut-2-enoyl)oxy group at position 7. It is isolated from the mycelia cake of Streptomyces sp. 517-02 and exhibits potent antifungal activity. It has a role as an antimicrobial agent, an antifungal agent and a bacterial metabolite. It is a lactone, an aromatic ether, a monohydroxypyridine, an aromatic amide and a monocarboxylic acid amide.